[He+2].ClC1=C(C=CC=C1)CC(=O)NC1=CC(=C(C=C1)N1N=C(C=C1C1CC1)C(F)F)S(N)(=O)=O 2-(2-Chlorophenyl)-N-{4-[5-cyclopropyl-3-(difluoromethyl)-1H-pyrazol-1-yl]-3-sulfamoylphenyl}acetamide Helium (ii)